O1CCN(CC1)C=1C2=C(N=C(N1)N1N=C(C=C1)C=1C=C(C=CC1)C)C=C(O2)C=2SC=CN2 4-morpholino-2-[3-(m-tolyl)pyrazol-1-yl]-6-thiazol-2-yl-furo[3,2-d]pyrimidine